ClC1=C(C=CC=C1)C(C(=O)O)(C)C 2-(2-chlorophenyl)-2-methylpropanoic acid